N-tert-butyloxycarbonyl-3-azepinone C(C)(C)(C)OC(=O)N1CC(C=CC=C1)=O